tert-butyl (3S)-3-[6-(3-amino-2,6-difluoro-benzoyl)-4-oxo-quinazolin-3-yl]-1-oxa-8-azaspiro[4.5]decane-8-carboxylate NC=1C(=C(C(=O)C=2C=C3C(N(C=NC3=CC2)[C@@H]2COC3(C2)CCN(CC3)C(=O)OC(C)(C)C)=O)C(=CC1)F)F